2'-oxospiro[cyclopropane-1,3'-indoline]-6'-carboxylic acid methyl ester COC(=O)C1=CC=C2C3(C(NC2=C1)=O)CC3